[I-].FC=1C=C(N)C=CC1Cl 3-fluoro-4-chloroaniline iodide